C(=O)(O)CCC(=O)C1=CC2=C([Se]1)C=C(C(=C2)OCCCOC2=CC1=C([Se]C(=C1)C(CC(C(=O)O)C)=O)C=C2OC)OC 4-(5-(3-((2-(3-carboxypropionyl)-6-methoxybenzo[b]selenophen-5-yl)oxy)propoxy)-6-methoxybenzo[b]selenophen-2-yl)-2-methyl-4-oxobutanoic acid